4-(2-(4-chloro-3-fluorophenoxy)acetamido)-2-hydroxy-bicyclo[2.2.2]octane-1-carboxylic acid ClC1=C(C=C(OCC(=O)NC23CC(C(CC2)(CC3)C(=O)O)O)C=C1)F